C(C)N(CC(CC(C(C)C)N1CC2(C1)CN(CC2)C=2N=CN=NC2OC2=C(C(=O)N(C(C)C)C(C)C)C=C(C=C2)F)O)C 2-((5-(2-(6-(ethyl-(methyl)amino)-5-hydroxy-2-methylhexan-3-yl)-2,6-diazaspiro[3.4]oct-6-yl)-1,2,4-triazin-6-yl)oxy)-5-fluoro-N,N-diisopropylbenzamide